C1CC12CN(C2)C2=CC=C(C(=N2)C)C=O 6-{5-azaspiro[2.3]hex-5-yl}-2-methylpyridine-3-carbaldehyde